2-chloro-5-methoxy-6-methyl-4,4-bipyridine-3-carboxylic acid ClC1=NC(=C(C(=C1C(=O)O)C1=CC=NC=C1)OC)C